(R)-N-(1-(3,4-dichlorophenyl)-2-(dimethylamino)ethyl)-3-nitro-4-(trifluoromethoxy)benzamide ClC=1C=C(C=CC1Cl)[C@H](CN(C)C)NC(C1=CC(=C(C=C1)OC(F)(F)F)[N+](=O)[O-])=O